ClC1=CC=C(C=C1)S(=O)(=O)C#CC1=CC=C(C=C1)OC 1-chloro-4-(((4-methoxyphenyl)ethynyl)sulfonyl)benzene